CC=1C(=NC(=NC1)NC1=CC=C(C=C1)S(=O)(=O)N)N1CCOC2(CC2)C1 4-((5-methyl-4-(4-oxa-7-azaspiro[2.5]octan-7-yl)pyrimidin-2-yl)amino)benzenesulfonamide